1,1,1-trimethoxy-N-(2,2,4,4-tetramethylpentan-3-ylidene)silanamine CO[Si](N=C(C(C)(C)C)C(C)(C)C)(OC)OC